tert-butyl (((2S,5S)-5-(((tert-butyldiphenylsilyl)oxy)methyl)-2-isopropyl-1-methyl-3-oxo-1,2,3,4,5,6-hexahydrobenzo[e][1,4]diazocin-9-yl)methyl)carbamate [Si](C1=CC=CC=C1)(C1=CC=CC=C1)(C(C)(C)C)OC[C@@H]1CC2=C(N([C@H](C(N1)=O)C(C)C)C)C=C(C=C2)CNC(OC(C)(C)C)=O